3,5-dibromothiophene-2-sulfonyl chloride BrC1=C(SC(=C1)Br)S(=O)(=O)Cl